5-(4-chloro-3-fluoro-phenyl)-N-(4-cyano-2-fluoro-phenyl)-1H-pyrrole-3-sulfonamide ClC1=C(C=C(C=C1)C1=CC(=CN1)S(=O)(=O)NC1=C(C=C(C=C1)C#N)F)F